NC1=NC=CC2=CC=C(C=C12)C=1C=C(C2=C(C(=CO2)COC2=C(C=CC=C2OC)CC(=O)O)C1)OC 2-(2-((5-(1-aminoisoquinolin-7-yl)-7-methoxybenzofuran-3-yl)methoxy)-3-methoxyphenyl)acetic acid